C(C)(C)(C)OC(=O)[C@H]1O[C@@H]1C1=CC=C(C=C1)OCCOCCOCC |r| (2SR,3RS)-3-{4-[2-(2-ethoxyethoxy)ethoxy]phenyl}oxirane-2-carboxylic acid tert-butyl ester